4-(2-(3,4-dichlorophenyl)thiazol-4-yl)-1H-1,2,3-triazole-5-carboxylic acid ClC=1C=C(C=CC1Cl)C=1SC=C(N1)C=1N=NNC1C(=O)O